O=C1NC(CCC1NC=1C=C(C=CC1)NC(CC)=O)=O N-(3-(2,6-dioxopiperidin-3-ylamino)phenyl)propanamide